7-(2-Cyclopropyl-benzyl)-2-methyl-5-piperidin-4-yl-2,4,5,7-tetrahydro-pyrazolo[3,4-d]pyrimidin-6-one C1(CC1)C1=C(CN2C(N(CC=3C2=NN(C3)C)C3CCNCC3)=O)C=CC=C1